O=C1NC(CCC1N1C(C2=CC=C(C=C2C1)CN1CCN(CC1)C1CCN(CC1)C1=CC=C(N=N1)C(=O)N1CCC(CC1)CCCCNC(\C=C\C=1C=NC=CC1)=O)=O)=O (E)-N-(4-(1-(6-(4-(4-((2-(2,6-dioxopiperidin-3-yl)-1-oxoisoindolin-5-yl)methyl)piperazin-1-yl)piperidin-1-yl)pyridazine-3-carbonyl)piperidin-4-yl)butyl)-3-(pyridin-3-yl)acrylamide